2,3,5-triiodo-L-thyronine IC1=C(C[C@H](N)C(=O)O)C=C(C(=C1I)OC1=CC=C(C=C1)O)I